3-cyano-N-((1s,3s)-3-((5-(5-methylthiazol-2-yl)-1H-pyrrolo[2,3-b]pyridin-4-yl)amino)cyclobutyl)benzenesulfonamide C(#N)C=1C=C(C=CC1)S(=O)(=O)NC1CC(C1)NC1=C2C(=NC=C1C=1SC(=CN1)C)NC=C2